((S)-(4-fluorophenyl)-(oxetan-3-yl)methyl)-1-oxo-isoindoline-5-carboxamide FC1=CC=C(C=C1)[C@H](C1COC1)N1C(C2=CC=C(C=C2C1)C(=O)N)=O